ClC=1C=C(C=2N(C1)C=C(N2)C(=O)NC2(CC2)COC)C2=C(C=CC=C2)OCC(F)(F)F 6-chloro-N-(1-(methoxymethyl)cyclopropyl)-8-(2-(2,2,2-trifluoroethoxy)phenyl)imidazo[1,2-a]pyridine-2-carboxamide